1-(3-fluorobicyclo[1.1.1]pentan-1-yl)-4-((6-(pyridin-3-yl)pyridazin-3-yl)methyl)-1,4-dihydropyrazine-2,3-dione FC12CC(C1)(C2)N2C(C(N(C=C2)CC=2N=NC(=CC2)C=2C=NC=CC2)=O)=O